disodium Iminodisuccinate N(C(C(=O)O)CC(=O)O)C(C(=O)[O-])CC(=O)[O-].[Na+].[Na+]